4-((S)-2-cinnamoylamino-3-phenylpropionamido)-N-((tetrahydro-2H-pyran-2-yl)oxy)benzamide C(C=CC1=CC=CC=C1)(=O)N[C@H](C(=O)NC1=CC=C(C(=O)NOC2OCCCC2)C=C1)CC1=CC=CC=C1